C(C)N(CC(=O)O)C(=O)C1C(N(C(N(C1=O)C1CCCCC1)=O)C1CCCCC1)=O.FC1C(C1)C(=O)NC=1N=C2N(C=C(C(=C2)F)C2=C(C(=CC=C2)F)C)C1 2-fluoro-N-(7-fluoro-6-(3-fluoro-2-methylphenyl)imidazo[1,2-a]pyridin-2-yl)cyclopropane-1-carboxamide Ethyl-(1,3-dicyclohexyl-2,4,6-trioxohexahydropyrimidine-5-carbonyl)glycinate